C[C@@H]1COCCN1C1=NC=2N(C(=C1)CS(=O)(=O)C)C=NC2C(=O)OCC Ethyl (R)-2-(3-methylmorpholino)-4-((methylsulfonyl)methyl)imidazo[1,5-a]pyrimidine-8-carboxylate